C(C)(C)C1=C(NC2=CC=C(C=C12)C1CCN(CC1)CC=1C=NC(=NC1)OC)C=1C(=C(C=2N(C1)C=NN2)C)C 6-(3-isopropyl-5-(1-((2-methoxypyrimidin-5-yl)methyl)piperidin-4-yl)-1H-indol-2-yl)-7,8-dimethyl-[1,2,4]triazolo[4,3-a]pyridine